COC1=C(C=CC=C1)C(CN1C(N(C(C2=C1SC(=C2C)C=2OC=CN2)=O)C(C(=O)O)(C)C)=O)OC2CCOCC2 2-(1-(2-(2-methoxyphenyl)-2-((tetrahydro-2H-pyran-4-yl)oxy)ethyl)-5-methyl-6-(oxazol-2-yl)-2,4-dioxo-1,2-dihydrothieno[2,3-d]pyrimidin-3(4H)-yl)-2-methylpropanoic acid